O1C(=CC=C1)C1=NC(=C(C=C1C(=O)C1=CC=CC=C1)C(=O)C1=CC=CC=C1)C=1OC=CC1 2,6-Bis(furan-2-yl)pyridin-3,5-diyl-bis(phenylmethanone)